Menadiol disuccinate CC1=C(C2=CC=CC=C2C(=C1)OC(=O)CCC(=O)O)OC(=O)CCC(=O)O